C(C)(C)(C)OC(=O)N1CCC(CC1)C=1N=C2N(C=C(C(=C2)OC(C)C)C(NC=2C=NN3C2N=CC=C3)=O)C1 4-[7-Isopropoxy-6-(pyrazolo[1,5-a]pyrimidin-3-ylcarbamoyl)imidazo[1,2-a]pyridin-2-yl]piperidine-1-carboxylic acid tert-butyl ester